N1(CCCCC1)C(=O)C=1C=NN2C1C=C(C=C2)C2=CNC=1N=C(N=CC12)NC1=CC=NC=C1 piperidin-1-yl(5-(2-(pyridin-4-ylamino)-7H-pyrrolo[2,3-d]pyrimidin-5-yl)pyrazolo[1,5-a]pyridin-3-yl)methanone